3-(dimethylamino)-2-(3-methyl-1,2-oxazol-5-yl)-1-(5-methylfuran-2-yl)prop-2-en-1-one CN(C=C(C(=O)C=1OC(=CC1)C)C1=CC(=NO1)C)C